(5s,7s)-7-fluoro-5-phenyl-2-(trifluoromethylsulfonyl)-6,7-dihydro-5H-pyrrolo[1,2-b][1,2,4]triazole F[C@H]1C[C@H](N2N=C(N=C21)S(=O)(=O)C(F)(F)F)C2=CC=CC=C2